2-(2,6-dioxopiperidin-3-yl)-5-(11-hydroxyundec-1-yn-1-yl)isoindole-1,3-dione O=C1NC(CCC1N1C(C2=CC=C(C=C2C1=O)C#CCCCCCCCCCO)=O)=O